N-(4-fluorophenyl)-9-isopropyl-7,10-dioxo-6-(4-(trifluoromethyl)benzyl)-2,6,9-triazaspiro[4.5]decane-2-carboxamide FC1=CC=C(C=C1)NC(=O)N1CC2(CC1)N(C(CN(C2=O)C(C)C)=O)CC2=CC=C(C=C2)C(F)(F)F